NC=1NC(C=2N(C(N(C2N1)[C@@H]1O[C@@H]([C@H]([C@H]1O)F)CO)=O)CC1=CC=C(C=C1)F)=O 2-Amino-9-((2R,3S,4S,5R)-4-fluoro-3-hydroxy-5-(hydroxymethyl)tetrahydrofuran-2-yl)-7-(4-fluorobenzyl)-7,9-dihydro-1H-purin-6,8-dion